3-trifluoromethyl-N,N-dimethylthiobenzamide FC(C=1C=C(C(=S)N(C)C)C=CC1)(F)F